N=1C=C(N2N=CC=CC21)C#CC=2C(=C(C(=O)NC1=CC(=CC(=C1)C(F)(F)F)CN1CCN(CC1)C)C=CC2)C 3-(imidazo[1,2-b]pyridazin-3-ylethynyl)-2-methyl-N-(3-((4-methylpiperazin-1-yl)methanyl)-5-(trifluoromethyl)phenyl)benzamide